N1(C=NC=C1)C1=CC=C(C=C1)NC=1SC=C(N1)C(N)=S 2-((4-(1H-imidazol-1-yl)phenyl)amino)thiazole-4-thiocarboxamide